C(=O)(O)CCCCC=1SC=CC1 4-carboxybutylthiophene